N-(6-methoxy-1,2,3,4-tetrahydroisoquinolin-7-yl)-7-{3-[(piperidin-1-yl)methyl]phenyl}quinazolin-2-amine COC=1C=C2CCNCC2=CC1NC1=NC2=CC(=CC=C2C=N1)C1=CC(=CC=C1)CN1CCCCC1